CN1N=C2[C@@H](N(CCC2=C1C1=NN(C(=C1)C(F)(F)F)C)C(=O)C1=NC=CC2=C1SC=N2)C (S)-(2,7-dimethyl-3-(1-methyl-5-(trifluoromethyl)-1H-pyrazol-3-yl)-2,4,5,7-tetrahydro-6H-pyrazolo[3,4-c]pyridin-6-yl)(thiazolo[5,4-c]pyridin-4-yl)methanone